2-chloro-N-(1-cycloheptyl-3,3-difluoropiperidin-4-yl)-6,7-dimethoxyquinazolin-4-amine ClC1=NC2=CC(=C(C=C2C(=N1)NC1C(CN(CC1)C1CCCCCC1)(F)F)OC)OC